CN1CCN(CC1)C1=CC=C(C=N1)NC1=NC2=C(C=CC=C2C=N1)C=1C=C(C=NC1)NC(C=C)=O N-(5-(2-((6-(4-methylpiperazin-1-yl)pyridin-3-yl)amino)quinazolin-8-yl)pyridin-3-yl)acrylamide